4-amino-N-(1-(3-cyano-5-(trifluoromethyl)pyridin-2-yl)ethyl)-7-fluoro-N,1-dimethyl-1H-pyrazolo[4,3-c]quinoline-8-carboxamide NC1=NC=2C=C(C(=CC2C2=C1C=NN2C)C(=O)N(C)C(C)C2=NC=C(C=C2C#N)C(F)(F)F)F